1-(2-{3-Chloro-7H-pyrrolo[2,3-c]pyridazin-7-yl}ethyl)piperidine hydrochloride Cl.ClC1=CC2=C(N=N1)N(C=C2)CCN2CCCCC2